COC=1C=C(C=CC1)C1=NN2C(=NC=3C(=CC=CC3C2=N1)C)N[C@H]1C(NCCCC1)=O (3R)-3-{[2-(3-methoxyphenyl)-7-methyl[1,2,4]triazolo[1,5-c]quinazolin-5-yl]amino}azepan-2-one